(Z)-5-((5-chloro-1-(pyridin-2-ylmethyl)-1H-indol-3-yl)methylene)thiazolidine-2,4-dione ClC=1C=C2C(=CN(C2=CC1)CC1=NC=CC=C1)\C=C/1\C(NC(S1)=O)=O